C1(=CC=CC=C1)P(=O)(CCCCP(C1=CC=CC=C1)C1=CC=CC=C1)C1=CC=CC=C1 [4-(diphenylphosphinoyl)butyl]diphenylphosphine